O1C2=C(OCCC1)C=C(C=C2)C=2N=C1N(C=CC(=C1)NC)C2 N-[2-(3,4-Dihydro-2H-benzo[b][1,4]dioxepin-7-yl)-imidazo[1,2-a]pyridin-7-yl]-methyl-amine